ethyl 2-(phenylcarbonothioylthio)-2-phenylacetate C1(=CC=CC=C1)C(=S)SC(C(=O)OCC)C1=CC=CC=C1